FC=1C=C(C=CC1C(F)(F)F)CN(C(=O)C1=C(C=C(C=C1)C1=C(C=CC=C1)C(C=C)O)CC(=O)OC(C)(C)C)C tert-butyl [4-({[3-fluoro-4-(trifluoromethyl)phenyl]methyl}-N-methylcarbamoyl)-2'-(1-hydroxy-2-propenyl)-3-biphenylyl]acetate